O[C@@H]1[C@@H](N(CC1)C(=O)OC(C)(C)C)C(=O)OC 1-(tert-butyl) 2-methyl (2R,3S)-3-hydroxypyrrolidine-1,2-dicarboxylate